4-t-butylbenzene-2,3,5,6-d-4-amine C(C)(C)(C)C1(C(C(=CC(=C1[2H])[2H])[2H])[2H])N